C1(CC1)C1=C(C=CC=C1)C=1C=C2[C@@H](C[C@]3(CN(CC3)C(=O)C3=NC=C(C=C3)F)C2=CC1)O ((1S,3R)-5-(2-cyclopropylphenyl)-3-hydroxy-2,3-dihydro-spiro[inden-1,3'-pyrrolidin]-1'-yl)(5-fluoropyridin-2-yl)methanone